The molecule is a straight chain alkane containing 13 carbon atoms. It forms a component of the essential oils isolated from plants such as Abelmoschus esculentus. It has a role as a plant metabolite and a volatile oil component. CCCCCCCCCCCCC